C(C)S(=O)C=1SC2=C(C=C(C=C2C(C1)=O)C(F)(F)F)[N+](=O)[O-] 2-ethylsulfinyl-8-nitro-6-(trifluoromethyl)-4H-thiochromen-4-one